6-methyl-5-(1H-pyrazol-1-yl)quinoline 1-oxide CC=1C(=C2C=CC=[N+](C2=CC1)[O-])N1N=CC=C1